(3R)-3-[(4R)-4-ethyl-2-imino-4-methyl-6-oxo-hexahydropyrimidin-1-yl]-N-[(1R,2R)-2-hydroxyindan-1-yl]indane-5-carboxamide C(C)[C@]1(NC(N(C(C1)=O)[C@@H]1CCC2=CC=C(C=C12)C(=O)N[C@H]1[C@@H](CC2=CC=CC=C12)O)=N)C